2-[(6,7-Dichloro-1H-indol-4-yl)oxy]propanenitrile ClC1=CC(=C2C=CNC2=C1Cl)OC(C#N)C